1,2-dichloro-1,1,2-trifluoro-2-iodoethane ClC(C(I)(F)Cl)(F)F